NC1=CC=C(C=C1)C1=CC=C(C=C1)OCCOC1=CC=C(C=C1)N 4-amino-4'-(2-(4-aminophenoxy)ethoxy)biphenyl